BrC=1C(=NN(N1)C)C(C([2H])([2H])[2H])O 1-(5-bromo-2-methyl-2H-1,2,3-triazol-4-yl)ethan-2,2,2-d3-1-ol